1-(((R)-7-((2S,4R)-2-(2,5-Difluorophenyl)-4-(methylamino)piperidine-1-carbonyl)-7-azaspiro[4.5]decan-10-yl)methyl)-4-phenyl-1,5-dihydro-2H-pyrrol-2-one FC1=C(C=C(C=C1)F)[C@H]1N(CC[C@H](C1)NC)C(=O)N1CC2(CCCC2)[C@@H](CC1)CN1C(C=C(C1)C1=CC=CC=C1)=O